N1C=NC2=C1C(=CC=C2)N2C(N(CC2)C=2C=C1CN(C(C1=CC2)=O)C2C(NC(CC2)=O)=O)=O 3-(5-(3-(1H-benzo[d]imidazol-7-yl)-2-oxoimidazolidin-1-yl)-1-oxoisoindolin-2-yl)piperidine-2,6-dione